C(C)(C)(C)OCC=1C=C(N=NC1OC)C(C)=O 1-(5-(tert-butoxymethyl)-6-methoxypyridazin-3-yl)ethanone